CN(C(OC1=CC2=C(C(=C(C(O2)=O)CC2=C(C(=CC=C2)NS(NC)(=O)=O)Cl)CCl)C=C1F)=O)C 3-(2-chloro-3-((N-methylsulfamoyl) amino) benzyl)-4-(chloromethyl)-6-fluoro-2-oxo-2H-benzopyran-7-yl dimethylcarbamate